(R)-1,5-dimethyl-4-(4-(3-methylmorpholinyl)-2-(1H-pyrrolo[2,3-b]pyridin-4-yl)thieno[3,2-d]pyrimidin-7-yl)-1H-pyrazole-3-carbonitrile CN1N=C(C(=C1C)C1=CSC2=C1N=C(N=C2N2[C@@H](COCC2)C)C2=C1C(=NC=C2)NC=C1)C#N